N-methyl(chlorosulfonyl)amine CNS(=O)(=O)Cl